CC1(CCOCC1)C(N1C[C@@H]2[C@H](C1)CC(C2)NC=2N=NC(=CC2)C=2C=NC=CC2C(F)(F)F)([2H])[2H] (3aR,5s,6aS)-2-((4-methyltetrahydro-2H-pyran-4-yl)methyl-d2)-N-(6-(4-(trifluoromethyl)pyridin-3-yl)pyridazin-3-yl)octahydrocyclopenta[c]pyrrol-5-amine